2,2',3,3',5,5'-HEXAMETHYLBIPHENYL-4,4'-DIOL CC1=C(C=C(C(=C1C)O)C)C1=C(C(=C(C(=C1)C)O)C)C